FC=1C=C(C=C(C1)F)[C@@H]1CCC2=NN(C(N21)=O)C2=CC=C(C=C2)F (S)-5-(3,5-difluorophenyl)-2-(4-fluorophenyl)-2,5,6,7-tetrahydro-3H-pyrrolo[2,1-c][1,2,4]triazol-3-one